ClC1=C(C=CC=C1)C1N(CC(C1)O)C1=CC(=C(C(=O)OC)C=C1)F methyl 4-(2-(2-chlorophenyl)-4-hydroxypyrrolidin-1-yl)-2-fluorobenzoate